COC1=C(C(=CC=C1)OC)N1C(=NN=C1C=1C=NC=C(C1)C)NS(=O)(=O)C(C(C1=NC=C(N=C1)OC)OC)C N-(4-(2,6-dimethoxyphenyl)-5-(5-methyl-3-pyridinyl)-4H-1,2,4-triazol-3-yl)-1-methoxy-1-(5-methoxy-2-pyrazinyl)-2-propanesulfonamide